N-((R)-7-Benzyloxy-2,3-dihydro-benzo[1,4]dioxin-2-ylmethyl)-2-(3,5-dimethyl-1H-pyrazol-4-yl)-acetamide C(C1=CC=CC=C1)OC=1C=CC2=C(O[C@@H](CO2)CNC(CC=2C(=NNC2C)C)=O)C1